4,9-dimethyl-6-[[(1R)-1-[3-(trifluoromethyl)phenyl]ethyl]amino]pyridazino[4,5-g][1,4]benzoxazin-3-one CN1C(COC2=C1C=C1C(=C2)C(=NN=C1N[C@H](C)C1=CC(=CC=C1)C(F)(F)F)C)=O